C(C)(C)(C)OC(=O)N1CCC(CC1)(C#N)CC=1C=NC(=CC1Br)C.C1(=CC=CC=C1)N(CCC1=CNC2=CC=C(C=C12)O)C(C=C)=O phenyl-acryloyl-5-hydroxytryptamine tert-butyl-4-[(4-bromo-6-methylpyridin-3-yl)methyl]-4-cyanopiperidine-1-carboxylate